(3-chloro-2-fluoro-6-hydroxyphenyl)boronic acid ClC=1C(=C(C(=CC1)O)B(O)O)F